methyl 5-methyl-6-(propylcarbamoyl)-3-(9-((2-(trimethylsilyl)ethoxy)carbonyl)-4,5-dihydrobenzo[b]thieno[2,3-d]oxepin-8-yl)picolinate CC=1C=C(C(=NC1C(NCCC)=O)C(=O)OC)C=1C(=CC2=C(OCCC3=C2SC=C3)C1)C(=O)OCC[Si](C)(C)C